tert-butyl 4-[2-[(10R)-4-(2-hydroxyphenyl)-1,5,6,8,12-pentazatricyclo[8.4.0.02,7]tetradeca-2,4,6-trien-12-yl]pyrimidin-4-yl]piperidine-1-carboxylate OC1=C(C=CC=C1)C=1C=C2N3CCN(C[C@H]3CNC2=NN1)C1=NC=CC(=N1)C1CCN(CC1)C(=O)OC(C)(C)C